[5-{[2-(4-Chlorophenyl)imidazo[1,2-a]pyridin-3-yl]methyl}hexahydropyrrolo[3,4-c]pyrrol-2(1H)-yl](2-methylphenyl)methanone ClC1=CC=C(C=C1)C=1N=C2N(C=CC=C2)C1CN1CC2C(C1)CN(C2)C(=O)C2=C(C=CC=C2)C